sodium mercaptopropionate SC(C(=O)[O-])C.[Na+]